FC(C(=O)O)(F)F.NCC(CN1N=NN(C1=O)C1=C(C=CC(=N1)C=1C=C2CCC(N(C2=CC1)C)=O)C)=C(F)F 6-[6-[4-[2-(aminomethyl)-3,3-difluoro-allyl]-5-oxo-tetrazol-1-yl]-5-Methyl-2-pyridinyl]-1-methyl-3,4-dihydroquinolin-2-one trifluoroacetate